1-(2'-Chloro-4-((2R,3S)-2-methyl-3-((methylsulfonyl)methyl)azetidin-1-yl)-[2,3'-bipyridin]-6-yl)-6-(4-methoxypyridin-3-yl)-4-methyl-1H-pyrazolo[4,3-c]pyridine ClC1=NC=CC=C1C1=NC(=CC(=C1)N1[C@@H]([C@H](C1)CS(=O)(=O)C)C)N1N=CC=2C(=NC(=CC21)C=2C=NC=CC2OC)C